NC1=NC(=CC(=N1)C1=NN(C=C1CC1=C(C=CC=C1)O)C)Cl 2-[[3-(2-amino-6-chloro-pyrimidin-4-yl)-1-methyl-pyrazol-4-yl]methyl]phenol